CN(C)CC=1C(=NC=C(C1)C1CC(OCC1)COC)N ((dimethylamino)methyl)-5-(2-(methoxymethyl)tetrahydro-2H-pyran-4-yl)pyridin-2-amine